6-iodo-3-(3-(trifluoromethyl)phenyl)-[1,2,4]triazolo[4,3-a]pyridine IC=1C=CC=2N(C1)C(=NN2)C2=CC(=CC=C2)C(F)(F)F